ClC1=CC=2C(=NC=CC2C(C)N2CCCC2)N1C chloro-1-methyl-4-(1-(pyrrolidin-1-yl)ethyl)-1H-pyrrolo[2,3-B]pyridine